5-chloro-4-(3-(2-(2-methoxyethyl)-2H-indazol-5-yl)-5-methyl-1-(2-azaspiro[3.3]Hept-6-yl)-1H-pyrazol-4-yl)-6-methyl-1H-indazol-3-amine trifluoroacetate FC(C(=O)O)(F)F.ClC=1C(=C2C(=NNC2=CC1C)N)C=1C(=NN(C1C)C1CC2(CNC2)C1)C1=CC2=CN(N=C2C=C1)CCOC